C(C)C(CCCCC)OC(CCCCCCCCN(CCCCCCCCC(=O)OC(CCCCC)CC)CCCNC(=O)OC(C)(C)C)=O.C(C1=CC=CC=C1)(=O)OC1=C(C=CC=C1)[S+](C1=CC=CC=C1)C1=C(C=CC=C1)OC(C1=CC=CC=C1)=O Bis(benzoyloxyphenyl)phenyl-sulfonium 1-ethylhexyl-9-[3-(tert-butoxycarbonylamino)propyl-[9-(1-ethylhexoxy)-9-oxo-nonyl]amino]nonanoate